ClC1=CC2=C(N=C(S2)C2=C(N)C=CC=C2)C=C1 2-(6-chlorobenzo[d]thiazol-2-yl)aniline